Cl.CN[C@H](C(=O)N[C@@H]1C(N2[C@@H](OCC1)CC(C2C(=O)N[C@@H]2CCCC1=CC=CC=C21)(CCC2=CC=CC=C2)CCC2=CC=CC=C2)=O)C (4S,9aS)-4-((S)-2-(methylamino)propanamido)-5-oxo-8,8-diphenethyl-N-((R)-1,2,3,4-tetrahydronaphthalen-1-yl)octahydropyrrolo[2,1-b][1,3]oxazepine-7-carboxamide hydrochloride